[Si](C)(C)(C(C)(C)C)OC[C@@H]1N([C@H]2CN(C([C@@H]1C2)=O)C2=CC=C(C=C2)C(F)(F)F)C(=O)OC(C)(C)C tert-Butyl (1R,5R,7R)-7-(((tert-butyldimethylsilyl)oxy)methyl)-2-oxo-3-(4-(trifluoromethyl)phenyl)-3,6-diazabicyclo[3.2.1]octane-6-carboxylate